2,4,5-trimethylhexanoic acid CC(C(=O)O)CC(C(C)C)C